C(#N)C1=CC(=C(C=C1)C=1C=NN(C1O)C1=NC=C(C(=O)O)C=C1)O 6-(4-(4-Cyano-2-hydroxyphenyl)-5-hydroxy-1H-pyrazol-1-yl)nicotinic acid